(7R,8aS)-7-(2,3-dichloro-6-hydroxyphenyl)-N,N-dimethyl-4-oxohexahydropyrrolo[1,2-a]pyrazine-2(1H)-carboxamide ClC1=C(C(=CC=C1Cl)O)[C@H]1C[C@@H]2N(C(CN(C2)C(=O)N(C)C)=O)C1